C1(=CC(=CC=C1)NC1=NC=C(C=N1)C(=O)N)C 2-(m-tolylamino)pyrimidine-5-carboxamide